Calcium iron oxide [O-2].[Fe+2].[Ca+2].[O-2]